2-Methyl-N'-(1-(naphthalen-1-yl)ethylidene)-5-nitrobenzohydrazide CC1=C(C(=O)NN=C(C)C2=CC=CC3=CC=CC=C23)C=C(C=C1)[N+](=O)[O-]